6-(4-((1H-indazol-5-yl)amino)-thieno[3,2-d]pyrimidin-2-yl)-N-(pyridazin-4-yl)-1H-indole-2-carboxamide N1N=CC2=CC(=CC=C12)NC=1C2=C(N=C(N1)C1=CC=C3C=C(NC3=C1)C(=O)NC1=CN=NC=C1)C=CS2